[Na+].[O-2].[O-2].[Ti+4] titanium dioxide, sodium salt